2,4-dichlorophenyltriazolinone ClC1=C(C=CC(=C1)Cl)N1N=NCC1=O